N-(Vinylbenzyl)-2-aminopropyl-3-aminopropyltrimethoxysilane HCl Cl.C(=C)C(C1=CC=CC=C1)NCCC[Si](OCCC(C)N)(OC)OC